NC=1C=C2C(=CC(N(C2=CC1)C)=O)N[C@@H](C(=O)NCCC#C)C (R)-2-((6-amino-1-methyl-2-oxo-1,2-dihydroquinolin-4-yl)amino)-N-(but-3-yn-1-yl)propanamide